[Na].OCCC(=CC)S 5-hydroxypent-2-ene-3-thiol sodium salt